4-(1-((1-phenyl-1H-indazol-6-yl)oxy)ethyl)pyridin-2-amine C1(=CC=CC=C1)N1N=CC2=CC=C(C=C12)OC(C)C1=CC(=NC=C1)N